3-Butoxythiophene C(CCC)OC1=CSC=C1